C(C1CO1)OCCC[Si](OCC)(OCC)OCC γ-glycidoxypropyltriEthoxysilane